BrC1=CC=C2C=3CC4=C(C(C3NC2=C1)(C)C)C=C(C(=C4)CC)C4CCN(CC4)C4CC4 3-bromo-8-(1-cyclopropylpiperidin-4-yl)-9-ethyl-6,6-dimethyl-5,6-dihydro-11H-benzo[b]carbazole